OCCNC1=CC=C2C(=N1)N=C(N2C)C2=C(C=C(C=C2)C(F)(F)F)O 2-(5-((2-hydroxyethyl)amino)-1-methyl-1H-imidazo[4,5-b]pyridin-2-yl)-5-(trifluoromethyl)phenol